C(C=C)(=O)OCCC propyl prop-2-enate